N1=C2C(=NC=C1)N=C(C=C2)C#N pyrido[2,3-b]pyrazine-6-carbonitrile